CC=1C=CC=2N(C1C)N=CC2C2=NC(C(C1=CC=CC=C21)(F)F)(C)C 1-(6,7-dimethylpyrazolo[1,5-a]pyridin-3-yl)-4,4-difluoro-3,3-dimethyl-3,4-dihydroisoquinoline